Potassium (R)-4-phenyl-2-(pyrrolidin-1-yl)butanoate C1(=CC=CC=C1)CC[C@H](C(=O)[O-])N1CCCC1.[K+]